(2-(azepan-4-yl)thieno[2,3-b]pyridin-4-yl)benzo[d]thiazol-5-amine N1CCC(CCC1)C1=CC=2C(=NC=CC2C=2SC3=C(N2)C=C(C=C3)N)S1